chloropentane dichloride [Cl-].[Cl-].ClCCCCC